S1C(=NC2=C1C=CC=C2)C=2C(OC1=CC(=CC=C1C2)N(CC)CC)=O 3-(2-benzothiazolyl)-7-diethylamino-coumarin